CC1=CC=C(C=C1)NC(=O)NC1=CC=C2CCCS(C2=C1O)(=O)=O 1-(4-methylphenyl)-3-(8-hydroxy-1,1-dioxothiochroman-7-yl)urea